C1CCCCC1 trans-Cyclohexan